5-bromo-2,3-dihydrospiro[indene-1,2'-morpholine] BrC=1C=C2CCC3(CNCCO3)C2=CC1